S1C(=NC2=C1C=CC=C2)NC2=CC=C(C=N2)C=2N1C(OC2)=C(C=N1)C(=O)OCC ethyl 3-(6-(benzo[d]thiazol-2-ylamino)pyridin-3-yl)pyrazolo[5,1-b]oxazole-7-carboxylate